COCCCNC (3-methoxy-propyl)(methyl)amine